N-(6-(2,6-dichloro-3,5-dimethoxyphenyl)-2-(methylthio)pyrido[3,4-d]pyrimidin-8-yl)sulfonamide ClC1=C(C(=C(C=C1OC)OC)Cl)C1=CC2=C(N=C(N=C2)SC)C(=N1)NS(=O)=O